(S or R)-1-((3-(2-(5-fluoro-thiophen-2-yl)ethyl)-1-(2-(6-methylpyridin-3-yl)propan-2-yl)pyrrolidin-3-yl)methyl)-3,3-dimethylpiperazine FC1=CC=C(S1)CC[C@@]1(CN(CC1)C(C)(C)C=1C=NC(=CC1)C)CN1CC(NCC1)(C)C |o1:8|